CCCCCCCC(CCCCCCCCCC)(O)O octadecane-8,8-diol